(2R)-N-(3-{2-[(3-ethoxy-1-ethyl-1H-pyrazol-4-yl)amino]-5-methylpyrimidin-4-yl}-1H-indol-7-yl)-2-(4-methylpiperazin-1-yl)propanamide C(C)OC1=NN(C=C1NC1=NC=C(C(=N1)C1=CNC2=C(C=CC=C12)NC([C@@H](C)N1CCN(CC1)C)=O)C)CC